Tert-butyl (8aS)-6-chloro-5-{2-cyano-6-[(4-methoxyphenyl)methoxy]phenyl}-8a,9,11,12-tetrahydropyrazino[2',1':3,4][1,4]oxazepino[5,6,7-de]quinazoline-10(8H)-carboxylate ClC1=C2C3=C(N=CN=C3C=C1C1=C(C=CC=C1OCC1=CC=C(C=C1)OC)C#N)N1[C@H](CO2)CN(CC1)C(=O)OC(C)(C)C